N-(3-(methoxy-methyl)-1-(3-(trifluoromethyl)-benzyl)-1H-indol-5-yl)acrylamide COCC1=CN(C2=CC=C(C=C12)NC(C=C)=O)CC1=CC(=CC=C1)C(F)(F)F